5-tert-Butyl-[1,2,4]oxadiazole-3-carboxylic acid {2-[2-(1-isopropyl-3-methyl-1H-pyrazol-4-yl)-3H-imidazo[4,5-b]pyridin-7-yl]-6,7,8,9-tetrahydro-5H-benzocyclohepten-5-yl}-amide C(C)(C)N1N=C(C(=C1)C1=NC=2C(=NC=CC2C=2C=CC3=C(CCCCC3NC(=O)C3=NOC(=N3)C(C)(C)C)C2)N1)C